O=C1N(CC2=C(C=CC=C12)B(O)O)CCC (1-OXO-2-PROPYLISOINDOLIN-4-YL)BORONIC ACID